N-(2-{imidazo[1,2-a]pyridin-3-yl}propan-2-yl)-1-{5-methoxy-2-[(3S)-3-methylpiperazin-1-yl]pyrimidin-4-yl}azetidine-3-carboxamide N=1C=C(N2C1C=CC=C2)C(C)(C)NC(=O)C2CN(C2)C2=NC(=NC=C2OC)N2C[C@@H](NCC2)C